C(C)OC(C(F)(F)C1=C(C=C(C=C1)C=O)Cl)=O (2-chloro-4-formylphenyl)-2,2-difluoroacetic acid ethyl ester